CC1(O[C@H]2[C@@H]([C@H]3CO[C@@H]([C@H]2O1)O3)O)C 1,6-anhydro-2,3-O-isopropylidene-β-D-mannopyranose